6-[(benzyloxy)methyl]-2-(4-cyclopropoxyphenyl)-3-oxo-N-{[2-(pyrimidin-2-yl)phenyl]methyl}-5H,6H,7H,8H-imidazo[1,5-a]pyrazine-1-carboxamide C(C1=CC=CC=C1)OCC1NCC=2N(C1)C(N(C2C(=O)NCC2=C(C=CC=C2)C2=NC=CC=N2)C2=CC=C(C=C2)OC2CC2)=O